N[C@H](C(=O)OC)CC1=C(C=CC=C1C(F)(F)F)Br methyl (S)-2-amino-3-(2-bromo-6-(trifluoromethyl)phenyl)propanoate